1-methyl-1'-(2-methylphenyl)-4,4'-bipyridinium C[N+]1=CC=C(C=C1)C1=CC=[N+](C=C1)C1=C(C=CC=C1)C